NC1CCC(CC1)(C)NC(OC(C)(C)C)=O tert-butyl ((trans)-4-amino-1-methyl cyclohexyl)-carbamate